C(C)(=O)OC=1C=2[C@H]3[C@H](C(OC2C=C(C1)C(C)(CCCCCC)C)(C)C)CCC(OC3)=O (5aR,11bR)-6,6-dimethyl-9-(2-methyloctan-2-yl)-3-oxo-3,4,5,5a,6,11b-hexahydro-1H-oxepino[4,3-c]chromen-11-yl acetate